P(=O)([O-])([O-])[O-].[Ca+2].[Se+2] selenium-calcium phosphate